2-fluoro-1-(isocyanatomethyl)-4-(propane-2-yloxy)benzene FC1=C(C=CC(=C1)OC(C)C)CN=C=O